[3-(allyloxy)-2-hydroxypropyl]guanidine methyl-3-(bromomethyl)-6-chloropicolinate CC1=C(C(=NC(=C1)Cl)C(=O)O)CBr.C(C=C)OCC(CNC(=N)N)O